CC1=C(C=CC=C1NCC1CNCCC1)C1=CC=CC=C1 2-methyl-N-(piperidin-3-ylmethyl)biphenyl-3-amine